C(C)(C)(C)C1=C(C(=CC(=C1)C)CC1=C(C(=CC(=C1)C)C(C)(C)C)O)OC(C1=CC=C(C(=O)OC2=C(C=C(C=C2CC2=C(C(=CC(=C2)C)C(C)(C)C)O)C)C(C)(C)C)C=C1)=O Bis[2-tert-butyl-4-methyl 6-(3-tert-butyl-5-methyl-2-hydroxybenzyl) phenyl]Terephthalate